2',2''-(propane-1,3-diylbis(oxy))bis(3-(3,6-di-tert-butyl-9H-carbazol-9-yl)-5'-fluoro-3'-trifluoromethyl-5-(2,4,4-trimethylpentan-2-yl)biphenyl-2-ol) hafnium [Hf].C(CCOC1=C(C=C(C=C1C(F)(F)F)F)C=1C(=C(C=C(C1)C(C)(CC(C)(C)C)C)N1C2=CC=C(C=C2C=2C=C(C=CC12)C(C)(C)C)C(C)(C)C)O)OC1(C(=CC(=CC1N1C2=CC=C(C=C2C=2C=C(C=CC12)C(C)(C)C)C(C)(C)C)C(C)(CC(C)(C)C)C)C1=CC(=CC(=C1)F)C(F)(F)F)O